2-(2-Chlorophenyl)-3-methyl-9-(1-methyl-1H-pyrazol-4-yl)imidazo[2,1-f][1,6]naphthyridine ClC1=C(C=CC=C1)C=1N=C2C=3C=C(C=NC3C=CN2C1C)C=1C=NN(C1)C